C1(=CC=CC=C1)[C@@H](C(=O)O)NS(=O)(=O)C=C (S)-2-phenyl-2-(vinylsulfonamido)acetic acid